CC1=C(C=2C(N(C=3N(C2O1)C(=NN3)C(C)C3=CC=C(C=C3)CC(C)C)C=3C=C(C=CC3)C)=O)C(=O)OCC ethyl 2-methyl-4-keto-5-m-tolyl-8-(1-(4-isobutylphenyl) ethyl)-furo[3,2-e][1,3,4]triazolo[1,5-a]pyrimidine-3-carboxylate